N[C@H](C(=O)O)CC1=CC(=CC=C1)C1=CNC(C=C1)=O (S)-2-amino-3-(3-(6-oxo-1,6-dihydropyridin-3-yl)phenyl)propanoic acid